methyl (S)-4-acetyl-3-methyl-2,3,4,5-tetrahydrobenzo[f][1,4]oxazepine-8-carboxylate C(C)(=O)N1[C@H](COC2=C(C1)C=CC(=C2)C(=O)OC)C